(R or S)-2-(6-methoxypyridin-3-yl)-N-((R)-((S)-7-(1-methyl-1H-pyrazol-4-yl)-2,3-dihydro-1H-pyrido[2,3-b][1,4]oxazin-3-yl)(phenyl)methyl)propan-1-amine COC1=CC=C(C=N1)[C@H](CN[C@H](C1=CC=CC=C1)[C@@H]1CNC2=C(O1)N=CC(=C2)C=2C=NN(C2)C)C |o1:8|